3-(4,4,5,5-tetramethyl-1,3,2-dioxaborolan-2-yl)prop-2-enoate CC1(OB(OC1(C)C)C=CC(=O)[O-])C